C1(CC1)C=1C=CC=C2C(CCNC12)N 8-Cyclopropyl-1,2,3,4-tetrahydroquinolin-4-amine